[4-(4-propylcyclohex-1-enyl)phenyl]boronic acid C(CC)C1CC=C(CC1)C1=CC=C(C=C1)B(O)O